ClC=1C=C(C=CC1OC1CC1)[C@@H]([C@@H](CN1CCCC1)NC(=O)[C@H]1CN(CC1)C1=CC=C(C=C1)C#N)O (R)-N-((1S,2R)-1-(3-chloro-4-cyclopropoxyphenyl)-1-hydroxy-3-(pyrrolidin-1-yl)propan-2-yl)-1-(4-cyanophenyl)pyrrolidine-3-carboxamide